4-(4-(tert-butyl)phenyl)-7-fluoroquinazolin-2(3H)-one C(C)(C)(C)C1=CC=C(C=C1)C=1NC(N=C2C=C(C=CC12)F)=O